5-(Imidazo[1,2-a]pyridin-6-yl)-N-isobutylpyrrolo[2,1-f][1,2,4]triazin-2-amine N=1C=CN2C1C=CC(=C2)C=2C=CN1N=C(N=CC12)NCC(C)C